ClC1=C(C(=O)N[C@@H](CCCNC(CF)=N)C=2OC(=CN2)C2=C(C=CC=C2)Cl)C(=CC=C1)OC (S)-2-Chloro-N-(1-(5-(2-chlorophenyl)oxazol-2-yl)-4-(2-fluoroacetimidamido)butyl)-6-methoxybenzamide